FC1=CC(=C(N)C(=C1)C(C)C)C1=CC(=NC=C1)F 4-fluoro-2-(2-fluoropyridin-4-yl)-6-isopropylaniline